FC=1C=CC=2C3=C(NC(C2C1)=O)COC[C@H]3N(C(=O)C=3C=CC1=C(N=CS1)C3)C (S)-N-(8-fluoro-6-oxo-1,4,5,6-tetrahydro-2H-pyrano[3,4-c]isoquinolin-1-yl)-N-methylbenzo[d]thiazole-5-carboxamide